1-ethynyl-cyclopropan-1-amine hydrochloride Cl.C(#C)C1(CC1)N